BrC1=CC2=C(C3=CC=CC=C3C(=C2C=C1)OCC)OCC 2-bromo-9,10-diethoxyanthracene